Phenyl-bis-(2,4,6-trimethylbenzoyl)phosphin oxid C1(=CC=CC=C1)P(C(C1=C(C=C(C=C1C)C)C)=O)(C(C1=C(C=C(C=C1C)C)C)=O)=O